3-methyl-N-{[3-(methylsulfanyl)-1,2,4-triazin-6-yl]methyl}bicyclo[1.1.1]pentane-1-carboxamide CC12CC(C1)(C2)C(=O)NCC2=CN=C(N=N2)SC